ClC=1C=C(C=CC1O)NC=1C(NC(C1C1=C(C=CC=C1)[N+](=O)[O-])=O)=O 3-[(3-Chloro-4-hydroxyphenyl)-amino]-4-(2-nitrophenyl)-1H-pyrrol-2,5-dione